CC(C(N1CCN(CC1)C(NC1=NC(N(C=C1)C1=CC(=C(C=C1)CC(CC)=O)C(F)(F)F)=O)=O)=O)(C)NC(OC(C)(C)C)=O tert-butyl (2-methyl-1-oxo-1-(4-((2-oxo-1-(4-(2-oxobutyl)-3-(trifluoro methyl) phenyl)-1,2-dihydropyrimidin-4-yl)carbamoyl)piperazin-1-yl)propan-2-yl)carbamate